(R)-7-bromo-N,N-bis(4-methoxybenzyl)-2-(pentan-2-yl-oxy)imidazo[2,1-f][1,2,4]triazin-4-amine BrC1=CN=C2C(=NC(=NN21)O[C@H](C)CCC)N(CC2=CC=C(C=C2)OC)CC2=CC=C(C=C2)OC